O1C=C(C2=C1C=CC=C2)C[C@@H](B2O[C@@]1([C@H](O2)C[C@H]2C([C@@H]1C2)(C)C)C)NC(CCl)=O N-((R)-2-(benzofuran-3-yl)-1-((3aS,4S,6S,7aR)-3a,5,5-trimethylhexahydro-4,6-methanobenzo[d][1,3,2]dioxaborol-2-yl)ethyl)-2-chloroacetamide